tert-butyl 5'-chloro-2'-(2-(4-oxo-2-(phenylamino)-7-(trifluoromethyl)-3,4-dihydropyrido[2,3-d]pyrimidin-5-yl) ethoxy)-[1,1'-biphenyl]-3-carboxylate ClC=1C=CC(=C(C1)C1=CC(=CC=C1)C(=O)OC(C)(C)C)OCCC1=CC(=NC=2N=C(NC(C21)=O)NC2=CC=CC=C2)C(F)(F)F